COC=1C=CC=2N(C1)C=C(N2)C=2C(OC1=CC(=CC=C1C2)N2CCNCC2)=O 3-(6-methoxyimidazo[1,2-a]pyridin-2-yl)-7-(piperazin-1-yl)-2H-chromen-2-one